(E)-1-(4-Hydroxyphenyl)-3-[3-(1,1,2,2-tetrafluoroethoxy)phenyl]prop-2-en-1-one OC1=CC=C(C=C1)C(\C=C\C1=CC(=CC=C1)OC(C(F)F)(F)F)=O